5-fluoro-2,3-dihydroisoquinolin-4(1H)-one FC1=C2C(CNCC2=CC=C1)=O